(1R,2S,5S)-N-((S)-1-amino-1-oxo-3-((S)-2-oxopyrrolidin-3-yl)propan-2-yl)-3-((S)-2-(cyclopropanecarboxamido)-3,3-dimethylbutanoyl)-6,6-dimethyl-3-azabicyclo[3.1.0]hexane-2-carboxamide NC([C@H](C[C@H]1C(NCC1)=O)NC(=O)[C@@H]1[C@H]2C([C@H]2CN1C([C@H](C(C)(C)C)NC(=O)C1CC1)=O)(C)C)=O